BrC=1C=C2C(=CNC2=CC1)CC(O)(C1=CC=CC=C1)C1=CC=CC=C1 2-(5-Bromo-1H-indol-3-yl)-1,1-diphenylethan-1-ol